FC(C=1C=C(OC2=C(C(=O)O)C=CC=N2)C=CC1)(F)F 2-(3-trifluoromethylphenoxy)nicotinic acid